Cl.FC1(C[C@H](NC1)C(=O)N(OC)C)F 4,4-Difluoro-N-Methyl-N-Methoxy-L-Prolinamide Hcl